ClC=1C=C(C=CC1C(=O)N1CCN(CC1)C(C[C@H]1CNCC1)=O)NC(=O)C=1N(C(=CN1)C1=C2C=CNC2=C(C=C1)OC)C N-[3-chloro-4-[4-[2-[(3S)-pyrrolidin-3-yl]acetyl]piperazine-1-carbonyl]phenyl]-5-(7-methoxy-1H-indol-4-yl)-1-methyl-imidazole-2-carboxamide